S1CNC=C1 2,3-Dihydro-1,3-thiazol